(RS)-N-(1-((3,5-dichloropyridin-2-yl)oxy)propan-2-yl)-6,7-dimethoxyquinazolin-4-amine ClC=1C(=NC=C(C1)Cl)OC[C@@H](C)NC1=NC=NC2=CC(=C(C=C12)OC)OC |r|